C(CC=C)OC[C@H]1O[C@@H]([C@@H]([C@H]([C@@H]1OC)OC)OC)OC (2R,3R,4S,5R,6S)-2-((but-3-en-1-yloxy)methyl)-3,4,5,6-tetramethoxytetrahydro-2H-pyran